6-bromo-2-propyl-2,3-dihydro-1H-indol-5-ol BrC1=C(C=C2CC(NC2=C1)CCC)O